(S)-3-methyl-7,7a,8,9,10,11-hexahydro-6H-dipyrido[2,1-d:2',3'-f][1,2,5]thiadiazepine 5,5-dioxide CC1=CC2=C(N3[C@H](CNS2(=O)=O)CCCC3)N=C1